N-(3-(Chloromethyl)-1,2,4-thiadiazol-5-yl)-5-methyl-4-(3-(difluoromethoxy)phenyl)furan-2-Formamide ClCC1=NSC(=N1)NC(=O)C=1OC(=C(C1)C1=CC(=CC=C1)OC(F)F)C